(3-(difluoromethoxy)benzyl)triphenylphosphonium bromide [Br-].FC(OC=1C=C(C[P+](C2=CC=CC=C2)(C2=CC=CC=C2)C2=CC=CC=C2)C=CC1)F